N-[1-(3-Fluoro-4-trifluoromethylbenzyl)-2,3-dihydro-1H-indol-5-yl]-3,3-dimethylbutyramide FC=1C=C(CN2CCC3=CC(=CC=C23)NC(CC(C)(C)C)=O)C=CC1C(F)(F)F